1-(4-chloro-3-iodopyridin-2-yl)piperidine-4-carbonitrile ClC1=C(C(=NC=C1)N1CCC(CC1)C#N)I